phenanthren-9,9-d C1=CC=CC=2C3=CC=CC=C3C(CC12)([2H])[2H]